BrC(C(=O)OC(C)(C)C)C=1C=CC(=C2C(=NN(C12)C)C)C Tert-butyl 2-bromo-2-(1,3,4-trimethyl-1H-indazol-7-yl)acetate